COC1=C(C=CC(=C1)S(=O)(=O)C)NCC#CC1=C(C2=C(S1)C(=CC=C2)NC2C1CN(CC2CN(C1)C(=O)OC(C)(C)C)C(=O)OC(C)(C)C)CC(F)(F)F di-tert-butyl 9-((2-(3-((2-methoxy-4-(methylsulfonyl)phenyl)amino)prop-1-yn-1-yl)-3-(2,2,2-trifluoroethyl)benzo[b]thiophen-7-yl)amino)-3,7-diazabicyclo[3.3.1]nonane-3,7-dicarboxylate